NC1=C2C(=NC=N1)N(N=C2C2=CC=C(C=C2)OC2=CC=CC=C2)C2CCN(CC2)CC2CN(C2)CC2CCN(CC2)C=2C=C1C(N(C(C1=CC2)=O)C2C(NC(CC2)=O)=O)=O 5-(4-((3-((4-(4-amino-3-(4-phenoxyphenyl)-1H-pyrazolo(3,4-d)pyrimidin-1-yl)piperidin-1-yl)methyl)azetidin-1-yl)methyl)piperidin-1-yl)-2-(2,6-dioxopiperidin-3-yl)isoindoline-1,3-dione